Cl.NC1=NC2=C(N1C)C(=CC=C2C2CCC(N2C)=O)Cl 5-(2-amino-7-chloro-1-methyl-benzoimidazol-4-yl)-1-methyl-pyrrolidin-2-one hydrochloride